7-chloro-1-(3-methoxyphenyl)quinazoline-2,4(1h,3h)-dione ClC1=CC=C2C(NC(N(C2=C1)C1=CC(=CC=C1)OC)=O)=O